5-(propan-2-yl)-1H-pyrazol-3-amine CC(C)C1=CC(=NN1)N